C(\C=C\C)(=O)O.C(C)(=O)OC=C vinyl acetate crotonate